4-oxo-6-((1S,2S)-2-(pyrimidin-2-yl)cyclobutyl)-1-((S)-1-(2-(trifluoromethyl)thiazol-5-yl)ethyl)-4,5-dihydro-1H-pyrazolo[3,4-d]pyrimidine-3-carbonitrile O=C1C2=C(N=C(N1)[C@@H]1[C@H](CC1)C1=NC=CC=N1)N(N=C2C#N)[C@@H](C)C2=CN=C(S2)C(F)(F)F